(5-chlorobenzofuran-2-yl)methanamine ClC=1C=CC2=C(C=C(O2)CN)C1